NCC1(CCN(CC1)C1=NN2C(S1)=NC=C2C2=C(C=C(C=C2)F)OC(C)C)O 4-(aminomethyl)-1-(5-(4-fluoro-2-isopropoxyphenyl)imidazo[2,1-b][1,3,4]thiadiazol-2-yl)piperidin-4-ol